O1C(CCC(C1)=O)=O tetrahydropyran-2,5-dione